(methylthio)acetaldehyde CSCC=O